FC=1C=C(C=C(C1)C(F)(F)F)C(=O)N C3-fluoro-5-(trifluoromethyl)benzene-1-carboxamide